BIS(2-ETHYLHEXYL) 10-((4-(DIMETHYLAMINO)BUTYL)(6-((2-HEXYLDECANOYL)OXY)HEXYL)AMINO)NONADECANEDIOATE CN(CCCCN(C(CCCCCCCCC(=O)OCC(CCCC)CC)CCCCCCCCC(=O)OCC(CCCC)CC)CCCCCCOC(C(CCCCCCCC)CCCCCC)=O)C